6-chloro-3-(((1S)-1-(2-(6,6-difluoro-3-azabicyclo[3.1.0]hexan-3-yl)-6-fluoro-3-methyl-4-oxo-3,4-dihydroquinazolin-8-yl)ethyl)amino)picolinic acid ClC1=CC=C(C(=N1)C(=O)O)N[C@@H](C)C=1C=C(C=C2C(N(C(=NC12)N1CC2C(C2C1)(F)F)C)=O)F